3,6-dichloro-1-((2-(trimethylsilyl)ethoxy)methyl)-1H-pyrrolo[2,3-b]pyridin-4-amine ClC1=CN(C=2N=C(C=C(C21)N)Cl)COCC[Si](C)(C)C